N1C(=CC=C1)C(=O)N azolyl-carboxamide